C(C)(=O)N(CCC(=O)N1CCC2(C(C2)CNC(=O)C2=CC=3C(=CN=CC3)O2)CC1)C N-[[6-[3-[acetyl(methyl)amino]propanoyl]-6-azaspiro[2.5]octan-2-yl]methyl]furo[2,3-c]pyridine-2-carboxamide